tert-butyl (2R,3S,4S)-4-[(tert-butoxycarbonyl)oxy]-2-[(4-methoxyphenyl) methyl]-3-{spiro[2.3]hexane-5-carbonyloxy}pyrrolidine-1-carboxylate C(C)(C)(C)OC(=O)O[C@@H]1[C@H]([C@H](N(C1)C(=O)OC(C)(C)C)CC1=CC=C(C=C1)OC)OC(=O)C1CC2(CC2)C1